FC=1C=C(COC2OC3CN4C2(CN2C4=CC=NC2=O)C3)C=C(C1OC=1C=NC(=CC1)C(F)(F)F)F ((3,5-difluoro-4-((6-(trifluoromethyl)pyridin-3-yl)oxy)benzyl)oxy)-3,4-dihydro-1H,9H,11H-3,11a-methanopyrimido[6',1':2,3]imidazo[5,1-c][1,4]oxazin-9-one